C(#N)C=1C=NN2C1C(=CC(=C2)C=2C(=NN(C2)[C@@H]2CNCCC2)C(=O)NC)SC2=NC=CC=C2F (S)-4-(3-cyano-4-((3-fluoropyridin-2-yl)thio)pyrazolo[1,5-a]pyridin-6-yl)-N-methyl-1-(piperidin-3-yl)-1H-pyrazole-3-carboxamide